5-cyano-1,2,3-triazole C(#N)C1=CN=NN1